N-(3-methoxybenzyl)-4-((2-(3-methoxybenzyloxy)ethoxy)methyl)-N-(4-(4-methylpiperazin-1-yl)benzyl)thiazol-2-amine COC=1C=C(CN(C=2SC=C(N2)COCCOCC2=CC(=CC=C2)OC)CC2=CC=C(C=C2)N2CCN(CC2)C)C=CC1